C(CCCCC)[Mg]CCCCCC di-n-hexylmagnesium